(R)-2-(6-methoxy-4-oxo-4H-chromen-3-yl)-2-phenylacetic acid ethyl ester C(C)OC([C@H](C1=CC=CC=C1)C1=COC2=CC=C(C=C2C1=O)OC)=O